tert-butyl (2-(2,6-dioxopiperidin-3-yl)-1,3-dioxoisoindolin-4-yl)alaninate O=C1NC(CCC1N1C(C2=CC=CC(=C2C1=O)N[C@@H](C)C(=O)OC(C)(C)C)=O)=O